[N+](=O)([O-])C1=CC(=C(C=C1)C(C#N)C(C)C)C(F)(F)F 2-(4-nitro-2-(trifluoromethyl)phenyl)-3-methylbutanenitrile